hydroxyphenylglycinol ONC(C1=CC=CC=C1)CO